ClC1=C(C=CC(=C1)C#C)C(C)NC(OC(C)(C)C)=O tert-butyl N-[1-(2-chloro-4-ethynyl-phenyl)ethyl]carbamate